2-(6-tert-butoxyhexyloxy)-2-methyl-propane C(C)(C)(C)OCCCCCCOC(C)(C)C